5-(isopropyl)-2-(N-propylamino)indan C(C)(C)C=1C=C2CC(CC2=CC1)NCCC